NCC[Si](OCC)(OCC)C aminoethylmethyldiethoxysilane